C(C=C)(=O)OC1C(C(C1(C)C)OC(C=C)=O)(C)C 2,2,4,4-tetramethyl-1,3-cyclobutanediol diacrylate